C(CC1=CC=CC=C1)CC(=S)[O-] phenethylthioacetate